BrC=1C=CC(=NC1COC)NC=1SC=C(N1)C1=C(N=C(S1)N)C N2-(5-bromo-6-(methoxymethyl)pyridin-2-yl)-4'-methyl-[4,5'-bithiazole]-2,2'-diamine